C(C)C(COCCCOC1=CC=CC=C1)CCCC (2-ethylhexyl)oxy-3-phenoxypropan